4-methyl-2-propionylaminovalerate CC(CC(C(=O)[O-])NC(CC)=O)C